N-[(1S,4R,6S,7R)-7-amino-2-{2-[1-(cyclopropylmethyl)-1H-pyrrolo[2,3-b]pyridin-2-yl]-7-methoxy-1-methyl-1H-1,3-benzodiazole-5-carbonyl}-2-azabicyclo[2.2.1]hept-6-yl]prop-2-enamide N[C@H]1[C@@H]2N(C[C@H]1C[C@@H]2NC(C=C)=O)C(=O)C2=CC1=C(N(C(=N1)C1=CC=3C(=NC=CC3)N1CC1CC1)C)C(=C2)OC